N-(3-chloro-5-methoxy-phenyl)acetamide ClC=1C=C(C=C(C1)OC)NC(C)=O